1-[(methylcarbamoyl)methyl]piperidin CNC(=O)CN1CCCCC1